ClC1=CC2[C@H](C(OC=3C=C(C=C(C23)O)CCC)(C)C)CC1 (6Ar)-9-chloro-6,6-dimethyl-3-propyl-6a,7,8,10a-tetrahydrobenzo[c]chromen-1-ol